C(C)(C)(C)C=1C=C(C=C(C1)N(C1=CC=2C(C3=CC=CC=C3C2C=C1)(C)C)C1=CC=C(C=C1)C1CCCCC1)C1=CC(=CC(=C1)C(C)(C)C)C(C)(C)C N-[(3,3',5'-tri-tert-butyl)-1,1'-Biphenyl-5-yl]-N-(4-cyclohexylphenyl)-9,9-dimethyl-9H-fluoren-2-amine